BrC1=CC(=C(NCC2=CC=C(C=C2)C(F)(F)F)C=C1)C=1N=CN(C1)C 4-bromo-2-(1-methylimidazol-4-yl)-N-[[4-(trifluoromethyl)phenyl]methyl]aniline